FC1=C(C=C(C=C1)C(C1=CC=CC(N1C)=O)O)C1=NC=NC2=CC(=CC=C12)N1CCOCC1 6-{[4-Fluoro-3-(7-morpholin-4-yl-quinazolin-4-yl)-phenyl]hydroxy-methyl}-1-methyl-1H-pyridin-2-one